C1(CCC1)NC(CN1N=C(C=CC1=O)C=1C=NC(=NC1)OCCOC(F)(F)F)=O N-cyclobutyl-2-(6-oxo-3-(2-(2-(trifluoromethoxy)ethoxy)pyrimidin-5-yl)pyridazin-1(6H)-yl)acetamide